F[C]F bis-fluorocarbon